D-Ribose-1,3-13C2 O=[13CH][C@H](O)[13C@H](O)[C@H](O)CO